BrC1=CC=CC(=N1)NC(=S)NC=1C=NN(C1)C 1-(6-bromopyridin-2-yl)-3-(1-methyl-1H-pyrazol-4-yl)thiourea